3-((9-ethyl-9H-carbazol-3-yl)methylamino)butyl-4-(pyridin-3-yl)benzamide C(C)N1C2=CC=CC=C2C=2C=C(C=CC12)CNC(CCC1=C(C(=O)N)C=CC(=C1)C=1C=NC=CC1)C